FC1(CCN(CC1)C1=CC=C(C=N1)S(=O)(=O)N1CC2(CC1)CCN(CC2)CC2CCOCC2)F 2-((6-(4,4-Difluoropiperidin-1-yl)pyridin-3-yl)sulfonyl)-8-((tetrahydro-2H-pyran-4-yl)methyl)-2,8-diazaspiro[4.5]decane